ethoxy(propoxy)nonylphenol acrylate C(C=C)(=O)OC1=C(C(=CC=C1)OCC)CCCCCCCCCOCCC